COC1=C(C=CC(=C1)C2=CC(=C(C=C2)N=NC3=C(C4=C(C=C(C=C4C=C3S(=O)(=O)[O-])S(=O)(=O)[O-])N)O)OC)N=NC5=C(C6=C(C=C(C=C6C=C5S(=O)(=O)[O-])S(=O)(=O)[O-])N)O.[Na+].[Na+].[Na+].[Na+] The molecule is an organic sodium salt resulting from the formal condensation of Pontamine sky blue 5B (acid form) with four equivalents of sodium hydroxide. It has a role as a histological dye, a fluorochrome and a carcinogenic agent. It contains a Pontamine sky blue 5B(4-).